4-(((1S,2S)-2-(hydroxymethyl)cyclopropyl)but-1,3-diynyl)benzoic acid OC[C@@H]1[C@H](C1)C#CC#CC1=CC=C(C(=O)O)C=C1